1-(3-bromophenyl)cyclopropane-1-carbonitrile BrC=1C=C(C=CC1)C1(CC1)C#N